(±)-trans-4-phenyl-N-[trans-3-(pyrid-3-yloxy)cyclobutyl]Pyrrolidine-3-carboxylic acid C1(=CC=CC=C1)[C@H]1[C@@H](CN(C1)[C@@H]1C[C@H](C1)OC=1C=NC=CC1)C(=O)O |r|